C1(=CC=CC=2C(=CC=CC12)S(=O)(=O)O)C1=CC=CC=2C(=CC=CC12)S(=O)(=O)O r-binaphthyl-5,5'-disulfonic acid